OC(C(COS(=O)(=O)C)(C)C)C1(CN(CC1)C(=O)[O-])CCC1=CC=CC=C1 3-(1-hydroxy-2,2-dimethyl-3-((methylsulfonyl) oxy) propyl)-3-phenethylpyrrolidine-1-carboxylate